S(OC=1C=CC=C2C(=NN(C12)C)N1C(NC(CC1)=O)=O)(=O)(=O)F 3-(2,4-dioxotetrahydropyrimidin-1(2H)-yl)-1-methyl-1H-indazol-7-yl sulfurofluoridate